C1(=CC=C(C=C1)N(C1=CC=C(C=C1)C=1C=CC=2N(C3=CC=CC=C3C2C1)C1=CC=CC=C1)C1=CC=2C(C3=CC=CC=C3C2C=C1)(C)C)C1=CC=CC=C1 biphenyl-4-yl-(9,9-dimethyl-9H-fluoren-2-yl)-[4-(9-phenyl-9H-carbazol-3-yl)phenyl]-amine